(2R)-2-(2-chlorophenyl)-1-{2-[1-(2,2-difluoroethyl)-4-methylpyrazol-3-ylsulfonyl]-4H,6H-pyrrolo[3,4-c]pyrazol-5-yl}-3-hydroxypropan-1-one ClC1=C(C=CC=C1)[C@@H](C(=O)N1CC2=NN(C=C2C1)S(=O)(=O)C1=NN(C=C1C)CC(F)F)CO